4-(N-cyclopentylnaphthalene-2-sulfonamido)-2-hydroxybenzoic acid C1(CCCC1)N(S(=O)(=O)C1=CC2=CC=CC=C2C=C1)C1=CC(=C(C(=O)O)C=C1)O